N-(3-chloro-2-fluorophenyl)-4-methylbenzenesulfonamide ClC=1C(=C(C=CC1)NS(=O)(=O)C1=CC=C(C=C1)C)F